CO[Si](CCCNCCC[Si](O[Si](O[Si](O[Si](O[Si](C1=CC=CC=C1)(C1=CC=CC=C1)C1=CC=CC=C1)(C1=CC=CC=C1)C1=CC=CC=C1)(C1=CC=CC=C1)C1=CC=CC=C1)(C1=CC=CC=C1)C1=CC=CC=C1)(OC)OC)(OC)OC 1-(3-trimethoxysilylpropylaminopropyl)-1,1-dimethoxy-3,3,5,5,7,7,9,9,9-nonaphenylpentasiloxane